tert-butyl (3S,4R)-4-[(chlorocarbonyl)[(4-fluorophenyl)-methyl]amino]-3-fluoropiperidine-1-carboxylate ClC(=O)N([C@H]1[C@H](CN(CC1)C(=O)OC(C)(C)C)F)CC1=CC=C(C=C1)F